C1(CCC1)C(C=1C=C(C(=O)N2CC3(C4=CC(=CC=C24)NS(=O)(=O)C)CCC2(CC3)CC2)C=CC1)O N-(1''-(3-(cyclobutyl(hydroxy)methyl)benzoyl)dispiro[cyclopropane-1,1'-cyclohexane-4',3''-indolin]-5''-yl)methanesulfonamide